N1(CCC1)C(=O)[C@@H]1CN(CC[C@H]1NC(=O)C1=NOC(=C1)C1=C(C=C(C=C1F)F)F)C1CCCCC1 |o1:6,11| 5-(2,4,6-Trifluoro-phenyl)-isoxazole-3-carboxylic acid [(3R*,4R*)-3-(azetidine-1-carbonyl)-1-cyclohexyl-piperidin-4-yl]-amide